2,4-dihydroxy-N-(1H-indol-5-yl)-N,5-diisopropylbenzamide OC1=C(C(=O)N(C(C)C)C=2C=C3C=CNC3=CC2)C=C(C(=C1)O)C(C)C